SCCCS 1,3-dimercaptopropane